N-[[4-[4-amino-1-(4-hydroxy-4-methylcyclohexyl)pyrazolo[3,4-d]pyrimidin-3-yl]phenyl]methyl]-2-methoxy-benzamide NC1=C2C(=NC=N1)N(N=C2C2=CC=C(C=C2)CNC(C2=C(C=CC=C2)OC)=O)C2CCC(CC2)(C)O